5'-Iodo-2'-O-methyluridine IC([C@@H]1[C@H]([C@H]([C@@H](O1)N1C(=O)NC(=O)C=C1)OC)O)O